ClC=1C(=NC(=NC1)N[C@@H]1C[C@H]2CO[C@@H]([C@H]1O)O2)C=2C=C1C(=C(C=NC1=C(C2)F)C(C)(C)O)Cl (1S,3R,4S,5R)-3-((5-chloro-4-(4-chloro-8-fluoro-3-(2-hydroxypropan-2-yl)quinolin-6-yl)pyrimidin-2-yl)amino)-6,8-dioxabicyclo[3.2.1]octan-4-ol